6-fluoro-5-methoxy-3-(2-(pyrrolidin-1-yl)ethyl)-1H-indazole FC1=C(C=C2C(=NNC2=C1)CCN1CCCC1)OC